[N+](=O)([O-])C1=C(C=CC=C1)N1CCC(CC1)C(=O)N1CCOCC1 4-[1-(2-Nitrophenyl)piperidine-4-carbonyl]morpholine